tert-butyl (3S,5S)-3-[[4-[4-[(4-amino-1-naphthyl)amino]-2-methyl-thiazol-5-yl]pyrimidin-2-yl]amino]-5-fluoro-piperidine-1-carboxylate NC1=CC=C(C2=CC=CC=C12)NC=1N=C(SC1C1=NC(=NC=C1)N[C@@H]1CN(C[C@H](C1)F)C(=O)OC(C)(C)C)C